S1C(SCCC1)C=1OC(=CC(C1C1=CC=CC=C1)C1=CC=C(C=C1)OC)C1=CC=CC=C1 2-(1,3-dithian-2-yl)-4-(4-methoxyphenyl)-3,6-diphenyl-4H-pyran